3-(4-(4-(1-(2-amino-4-(trifluoromethoxy)benzoyl)piperidin-4-yl)quinazolin-7-yl)piperazin-1-yl)propanoic acid NC1=C(C(=O)N2CCC(CC2)C2=NC=NC3=CC(=CC=C23)N2CCN(CC2)CCC(=O)O)C=CC(=C1)OC(F)(F)F